phosphonoaspartic acid P(=O)(O)(O)N[C@@H](CC(=O)O)C(=O)O